COC1=CC=C(C=C1)C(=O)C=1C=NC2=CC=CC=C2C1C1=CC=CC=C1 (4-methoxyphenyl)(4-phenylquinolin-3-yl)methanone